N1C(CCCC1)C1=NC(=NC=C1)NC=1C=NC=NC1 4-(piperidin-2-yl)-N-(pyrimidin-5-yl)pyrimidin-2-amine